5-(3-(3-cyclopropylprop-1-ynyl)-4-fluorophenylthio)-1H-1,2,3-triazole-4-carboxylic acid C1(CC1)CC#CC=1C=C(C=CC1F)SC1=C(N=NN1)C(=O)O